N1=C(NC2=C1C=CC=C2)O benzo[d]Imidazolol